[Na].C(CCCCC(C)C)OCCCCCC(C)C isooctyl ether, sodium salt